(R)-N-((3-chloro-5-cyano-4-(((2R,3S)-4-(dimethylamino)-3-fluoro-1-((4-fluorophenyl)thio)butan-2-yl)amino)phenyl)sulfonyl)-2-methyltetrahydro-2H-pyran-2-carboxamide ClC=1C=C(C=C(C1N[C@@H](CSC1=CC=C(C=C1)F)[C@H](CN(C)C)F)C#N)S(=O)(=O)NC(=O)[C@@]1(OCCCC1)C